F[C@H]1C[C@H](N(C1)C(CN1C[C@H](CC1)NC1=C2C=CC=NC2=CC=C1OC)=O)C#N (2S,4S)-4-fluoro-1-[2-[(3S)-3-[(6-methoxy-5-quinolyl)amino]pyrrolidin-1-yl]acetyl]pyrrolidine-2-carbonitrile